FC(C(C(S(=O)(=O)[O-])(F)F)(F)F)(S(=O)(=O)[O-])F.FC(C=1C=C(C=C(C1)C(F)(F)F)S(=O)(=O)OC1=CC=C(C=C1)[S+](C1=CC=CC=C1)C1=CC=C(C=C1)OS(=O)(=O)C1=CC(=CC(=C1)C(F)(F)F)C(F)(F)F)(F)F.FC(C=1C=C(C=C(C1)C(F)(F)F)S(=O)(=O)OC1=CC=C(C=C1)[S+](C1=CC=CC=C1)C1=CC=C(C=C1)OS(=O)(=O)C1=CC(=CC(=C1)C(F)(F)F)C(F)(F)F)(F)F bis[bis[4-(3,5-di(trifluoromethyl)benzenesulfonyloxy)phenyl]phenylsulfonium] perfluoropropane-1,3-disulfonate